2-((4-((1R,5S)-3,8-diazabicyclo[3.2.1]octan-3-yl)-8-fluoro-2-(((2R,7aS)-2-fluorotetrahydro-1H-pyrrolizin-7a(5H)-yl)methoxy)-7-(3-hydroxynaphthalen-1-yl)quinazolin-6-yl)oxy)benzonitrile [C@H]12CN(C[C@H](CC1)N2)C2=NC(=NC1=C(C(=C(C=C21)OC2=C(C#N)C=CC=C2)C2=CC(=CC1=CC=CC=C21)O)F)OC[C@]21CCCN1C[C@@H](C2)F